(2S)-2-{[(3,4-dimethoxyphenyl)methyl]amino}-5,5-dimethylhexanoic acid COC=1C=C(C=CC1OC)CN[C@H](C(=O)O)CCC(C)(C)C